ClC1=C(C(=CC=C1[N+](=O)[O-])NC1CC1)NC(C(F)F)=O N-(2-chloro-6-(cyclopropylamino)-3-nitrophenyl)-2,2-difluoroacetamide